C(=O)(O)C1=CC=C(C=C1)NC1=CC=C(C=C1)N (4-carboxyphenyl)-1,4-phenylenediamine